CN(CCOCCNC(=O)OC(CCCCCO)CCCCCO)CC 1,11-dihydroxyundecan-6-yl [(6-methyl-6-aza-3-oxaoct-1-yl) amino]carboxylate